(5-methyl-1,2,3-thiadiazol-4-yl)methanol CC1=C(N=NS1)CO